2-(4-methoxyphenyl)-4-methyloxazole-5-carboxylic acid COC1=CC=C(C=C1)C=1OC(=C(N1)C)C(=O)O